4-chloro-N-(5-(2-(((1r,4r)-4-(dimethylamino)cyclohexyl)amino)-8-ethylquinazolin-6-yl)-6-methylpyridin-2-yl)pyridine-3-sulfonamide ClC1=C(C=NC=C1)S(=O)(=O)NC1=NC(=C(C=C1)C=1C=C2C=NC(=NC2=C(C1)CC)NC1CCC(CC1)N(C)C)C